3-ethoxy-5-fluoro-4-(5-methyl-3-(trifluoromethyl)-1H-pyrazol-1-yl)benzoic acid C(C)OC=1C=C(C(=O)O)C=C(C1N1N=C(C=C1C)C(F)(F)F)F